Octane-8-carbonitrile CCCCCCCCC#N